(7H-pyrrolo[2,3-d]pyrimidin-4-ylamino)-1H-pyrazole-5-carboxamide N1=CN=C(C2=C1NC=C2)NN2N=CC=C2C(=O)N